4-chlorobenzyl (S)-(4-(1-(isonicotinamido)eth-yl)phenyl)carbamate C(C1=CC=NC=C1)(=O)N[C@@H](C)C1=CC=C(C=C1)NC(OCC1=CC=C(C=C1)Cl)=O